C1(CCCCC1)NC(=S)N1CCC(CC1)CN1C[C@@H](C([C@@H](C1)O)O)O N-cyclohexyl-4-(((3S,4r,5R)-3,4,5-trihydroxypiperidin-1-yl)methyl)piperidine-1-carbothioamide